C(C)(C)(C)C1=CC(=CC(=C1O)C)CCCOP1OC2=C(C3=C(O1)C(=CC(=C3)C(C)(C)C)C(C)(C)C)C=C(C=C2C(C)(C)C)C(C)(C)C 6-t-butyl-4-[3-(2,4,8,10-tetra-t-butyldibenzo[d,f][1,3,2]dioxaphosphepin-6-yloxy)propyl]-2-methylphenol